N-(2-((1S,4S)-2-oxa-5-azabicyclo[2.2.1]heptan-5-yl)pyrimidin-4-yl)-3-(4-methoxyphenyl)isoxazol-5-amine [C@@H]12OC[C@@H](N(C1)C1=NC=CC(=N1)NC1=CC(=NO1)C1=CC=C(C=C1)OC)C2